2,2-bis(tetrahydrofurfuryl)propane C(C1CCCO1)C(C)(C)CC1CCCO1